5-(4-Aminoimidazo[2,1-f][1,2,4]triazin-7-yl)-2-isopropylisoindolin-1-one trifluoroacetate salt FC(C(=O)O)(F)F.NC1=NC=NN2C1=NC=C2C=2C=C1CN(C(C1=CC2)=O)C(C)C